1-{5-[3-(2,6-dimethylpyridin-3-yl)-1,2,4-oxadiazol-5-yl]-1H-1,2,3-benzotriazol-1-yl}-2-methylpropan-2-ol CC1=NC(=CC=C1C1=NOC(=N1)C1=CC2=C(N(N=N2)CC(C)(O)C)C=C1)C